7-chloro-2-iodo-5-methylpyrazolo[1,5-a]pyridine-3-carbaldehyde ClC1=CC(=CC=2N1N=C(C2C=O)I)C